(8-chloro-1-(methylthio)naphthalen-2-yl)boron ClC=1C=CC=C2C=CC(=C(C12)SC)[B]